(R or S)-3-(4-((R)-3-(5-amino-9-fluoro-7-methoxy-[1,2,4]triazolo[1,5-c]quinazolin-2-yl)piperidin-1-yl)-1H-pyrazol-1-yl)-3-methylbutan-2-ol NC1=NC=2C(=CC(=CC2C=2N1N=C(N2)[C@H]2CN(CCC2)C=2C=NN(C2)C([C@@H](C)O)(C)C)F)OC |o1:26|